NC1=NC2=C(N1C)C=CC=C2C2=C(C(=C(C=C2)S(=O)(=O)[C@H](CNC(OC(C)(C)C)=O)C)S(N(CC2=CC=C(C=C2)OC)CC2=CC=C(C=C2)OC)(=O)=O)C=2N=NN(N2)CC2=CC=C(C=C2)OC (S)-tert-butyl (2-((4-(2-amino-1-methyl-1H-benzo[d]imidazol-4-yl)-2-(N,N-bis(4-methoxybenzyl)sulfamoyl)-3-(2-(4-methoxybenzyl)-2H-tetrazol-5-yl)phenyl)sulfonyl)propyl)carbamate